COCCCNC1=CC(CCC1)=O 3-[(3-methoxypropyl)amino]-2-cyclohexen-1-one